C1(CC1)SC=1C=C(C(=O)O)C=CC1 3-cyclopropylsulfanylbenzoic acid